2-{2-Fluoro-6-[(8-fluoro-2-methylchinolin-3-yl)oxy]phenyl}propan-2-ol FC1=C(C(=CC=C1)OC=1C(=NC2=C(C=CC=C2C1)F)C)C(C)(C)O